FC(OC1=CC=CC=2C(N(C3C(CC(C21)C3)O)C)=O)F 7-(difluoromethoxy)-4-hydroxy-2-methyl-3,4,5,6-tetrahydro-3,6-methanobenzo[c]azocin-1(2H)-one